2-bromo-3-[2-[tert-butyl(dimethyl)silyl]-oxyethoxy]benzaldehyde BrC1=C(C=O)C=CC=C1OCCO[Si](C)(C)C(C)(C)C